(R)-(2-methyl-4-((tetrahydro-2H-pyran-4-yl)oxy)phenyl)-4-oxo-4,5-dihydro-3H-1-thia-3,5,8-triazaacenaphthylene-2-carboxamide CC1=C(C=CC(=C1)OC1CCOCC1)N1C2=C(SC=3N=CC=C(NC1=O)C32)C(=O)N